NCCC=1C=CC(=NC1)C1=C(C=C(C#N)C=C1)CN1C(=NC(=C1)C1=CC(=CC=C1)F)C 4-[5-(2-aminoethyl)pyridin-2-yl]-3-[[4-(3-fluorophenyl)-2-methylimidazol-1-yl]methyl]benzonitrile